ClC=1C=C(C(=O)N(C)[C@@H]2COCC=3NC(C=4C=C(C(=CC4C32)F)F)=O)C=CC1F (S)-3-chloro-N-(8,9-difluoro-6-oxo-1,4,5,6-tetrahydro-2H-pyrano[3,4-c]isoquinolin-1-yl)-4-fluoro-N-methylbenzamide